[N+](=O)([O-])C1=CC=C(C(=O)N2CCC(CC2)C(=O)O)C=C1 1-(4-nitrobenzoyl)piperidine-4-carboxylic acid